7-(8-chloro-7-fluoro-3-((2,3,3-trimethyl-1-oxoisoindolin-5-yl) Amino)isoquinolin-6-yl)-8-methyl-2,3-dihydro-1H-pyrido[2,3-b][1,4]oxazine-1-carboxylate ClC=1C(=C(C=C2C=C(N=CC12)NC=1C=C2C(N(C(C2=CC1)=O)C)(C)C)C1=C(C2=C(OCCN2C(=O)[O-])N=C1)C)F